5-n-butyl-1-ethyl-4-hydroxy-3-n-propylpyrazole C(CCC)C1=C(C(=NN1CC)CCC)O